B(O)(O)O.OC1=C(C=CC2=CC=CC=C12)O.OC1=C(C=CC2=CC=CC=C12)O Bis(1-hydroxy-2-naphthol) Borate